BrC=1C=C2CCCC(C2=CC1)=NO 6-Bromo-3,4-dihydronaphthalen-1(2H)-one oxime